6-chloro-2-fluoronicotinaldehyde ClC1=NC(=C(C=O)C=C1)F